2,6-bis(1H-1,2,4-triazol-1-yl)-pyridine N1(N=CN=C1)C1=NC(=CC=C1)N1N=CN=C1